BrC=1C=C2C(=NC1OC(CCNS(=O)(=O)C1=CC=C(C=C1)C)C(F)(F)F)N(C=C2)COCC[Si](C)(C)C N-[3-[(5-bromo-1-[[2-(trimethylsilyl)ethoxy]methyl]-1H-pyrrolo[2,3-b]pyridin-6-yl)oxy]-4,4,4-trifluorobutyl]-4-methylbenzene-1-sulfonamide